(S)-4-((3-(1-(5,8-dioxaspiro[3.4]octan-1-yl)-1H-pyrazol-4-yl)-2-methoxyphenyl)amino)-6-(cyclopropanecarboxamido)pyridazine-3-carboxamide [C@@H]1(CCC12OCCO2)N2N=CC(=C2)C=2C(=C(C=CC2)NC2=C(N=NC(=C2)NC(=O)C2CC2)C(=O)N)OC